{4-[(4-Fluorophenylamino)methyl]-2-methylphenyl}carbamic acid ethyl ester C(C)OC(NC1=C(C=C(C=C1)CNC1=CC=C(C=C1)F)C)=O